(3R)-3-{1-cyclopropyl[({3-[3-fluoro-5-(trifluoromethoxy)phenyl]-1,2-oxazol-5-yl}methyl)carbamoyl]amino}piperidine-1-carboxamide C1(CC1)N([C@H]1CN(CCC1)C(=O)N)C(NCC1=CC(=NO1)C1=CC(=CC(=C1)OC(F)(F)F)F)=O